2-(isobutylamino)-5-methoxybenzoic acid C(C(C)C)NC1=C(C(=O)O)C=C(C=C1)OC